ClC=1C=C(C=CC1)[C@@H]1[C@H](C1)C(=O)NC1=NC=CC(=C1)NCC=1N=C2N(C=C(C=C2C2(CNC2)O)C2CC2)C1 (1S,2S)-2-(3-chlorophenyl)-N-(4-(((6-cyclopropyl-8-(3-hydroxyazetidin-3-yl)imidazo[1,2-a]pyridin-2-yl)methyl)amino)pyridin-2-yl)cyclopropane-1-carboxamide